3-trifluoromethyl-1-(4-fluorophenyl)propane FC(CCCC1=CC=C(C=C1)F)(F)F